C1=CC=CC=2C3=CC=CC=C3C(C12)COC(=O)N[C@H](C(=O)O)CC1=CC(=C(C=C1)OCC[Si](C1=CC=CC=C1)(C1=CC=CC=C1)C(C)(C)C)I (S)-2-((((9H-fluoren-9-yl)methoxy)carbonyl)amino)-3-(4-(2-(tert-butyldiphenylsilyl)ethoxy)-3-iodophenyl)propionic acid